Disodium D-ascorbate O=C1C(O)=C([O-])[C@@H](O1)[C@H](O)CO.[Na+].[Na+].O=C1C(O)=C([O-])[C@@H](O1)[C@H](O)CO